3-chloro-5-(2,5-dimethyl-1,2,3,4-tetrahydroisoquinolin-7-yl)pyrazin-2-amine ClC=1C(=NC=C(N1)C1=CC(=C2CCN(CC2=C1)C)C)N